methyl 5-(1-tert-butoxycarbonyl-3,6-dihydro-2H-pyridin-4-yl)-2-methoxy-quinoline-8-carboxylate C(C)(C)(C)OC(=O)N1CCC(=CC1)C1=C2C=CC(=NC2=C(C=C1)C(=O)OC)OC